butoxypropanol CCCCOCC(C)O